BrC=1C(=C(C=C(C1)F)C1N(C[C@@H](C1)O)C(=O)OC(C)(C)C)O tert-butyl (4R)-2-(3-bromo-5-fluoro-2-hydroxyphenyl)-4-hydroxypyrrolidine-1-carboxylate